Oleyloxypropylmethyldimethoxysilane C(CCCCCCC\C=C/CCCCCCCC)OCCC[Si](OC)(OC)C